[N+](=[N-])=CC([C@H](C[C@H]1C(NCC1)=O)NC(OCCCC)=O)=O butyl ((S)-4-diazo-3-oxo-1-((S)-2-oxopyrrolidin-3-yl)butan-2-yl)carbamate